N-propargyl-5,8-dideazafolic acid C(C#C)N([C@@H](CCC(=O)O)C(=O)O)C(=O)C1=CC=C(NCC2=CC=C3N=C(N)NC(=O)C3=C2)C=C1